ClC1=CC=2N(C(=N1)N(CC1=CC=C(C=C1)OC)CC1=CC=C(C=C1)OC)N=C(N2)N 7-Chloro-N5,N5-bis(4-methoxybenzyl)-[1,2,4]triazolo[1,5-c]pyrimidine-2,5-diamine